N2-(2-(2,5-dioxo-2,5-dihydro-1H-pyrrol-1-yl)acetyl)-D-glutamyl-D-glutamyl-D-glutamyl-N'-(3-iodobenzoyl)-D-lysine O=C1N(C(C=C1)=O)CC(=O)N[C@H](CCC(=O)O)C(=O)N[C@H](CCC(=O)O)C(=O)N[C@H](CCC(=O)O)C(=O)N[C@H](CCCCNC(C1=CC(=CC=C1)I)=O)C(=O)O